NC1=C(C(=NC=2N1N=C(C2CC)C)NCCC2=NN(C=C2)CC2(CC2)CO[Si](C)(C)C(C)(C)C)C#N 7-amino-5-((2-(1-((1-(((tert-butyldimethylsilyl)oxy)methyl)cyclopropyl)methyl)-1H-pyrazol-3-yl)ethyl)amino)-3-ethyl-2-methylpyrazolo[1,5-a]pyrimidine-6-carbonitrile